3-(1-methyl-1H-pyrazol-3-yl)propionic acid CN1N=C(C=C1)CCC(=O)O